(S)-3-((S)-sec-butyl)-4-((S)-3-(hydroxymethyl)piperidine-1-carbonyl)-1,3,4,5-tetrahydro-2H-benzo[e][1,4]diazepin-2-one [C@H](C)(CC)[C@@H]1N(CC2=C(NC1=O)C=CC=C2)C(=O)N2C[C@H](CCC2)CO